4-(2-((1-(cis-4-cyanocyclohexyl)-1H-pyrazol-4-yl)amino)-5-methylpyrimidin-4-yl)benzoic acid methyl ester COC(C1=CC=C(C=C1)C1=NC(=NC=C1C)NC=1C=NN(C1)[C@@H]1CC[C@@H](CC1)C#N)=O